C1(=CC=CC=C1)OC(=O)N1[C@H]([C@H](CCC1)NS(=O)(=O)C)CC=1C=C(C=CC1)C1=CC=CC=C1.C(C(C)(C)C)N1CCC(CC1)C(=O)NC=1N=CC2=CC=C(C=C2C1)C1=CN=CS1 1-neopentyl-N-(6-(thiazol-5-yl)isoquinolin-3-yl)piperidine-4-carboxamide phenyl-cis-2-(biphenyl-3-ylmethyl)-3-((methylsulfonyl)amino)piperidine-1-carboxylate